CC1=C(C(=C(C(=C1)SC)N)SC)N 4-methyl-2,6-bis(methylthio)-1,3-benzenediamine